CC(OO[SiH](CC)CC=CCC)C dimethyl-(ethyl)vinylmethyl-(ethyl)methyldioxysilane